1-(4-(4-(azidomethyl)phenoxy)phenyl)-2-((trimethylsilyl)oxy)ethan-1-one N(=[N+]=[N-])CC1=CC=C(OC2=CC=C(C=C2)C(CO[Si](C)(C)C)=O)C=C1